FC=1C=C(C=C(C1)F)[N+]#N 3,5-difluorophenyl-diazonium